COC(=O)[C@@H]1COC[C@H](C1)O |r| (±)-trans-5-hydroxytetrahydro-2H-pyran-3-carboxylic acid methyl ester